2-(7-oxo-2-(2-((tetrahydro-2H-pyran-4-yl)amino)pyrimidin-4-yl)-5,7-dihydro-6H-pyrrolo[3,4-b]pyridin-6-yl)propanamide nickel-cobalt-aluminum [Al].[Co].[Ni].O=C1N(CC=2C1=NC(=CC2)C2=NC(=NC=C2)NC2CCOCC2)C(C(=O)N)C